(2R,4S)-tert-butyl 4-(4-amino-3-((1-ethyl-4,6-difluoro-2-methyl-1H-benzo[d]imidazol-5-yl)ethynyl)-1H-pyrazolo[4,3-c]pyridin-1-yl)-2-(methoxymethyl)pyrrolidine-1-carboxylate NC1=NC=CC2=C1C(=NN2[C@H]2C[C@@H](N(C2)C(=O)OC(C)(C)C)COC)C#CC2=C(C1=C(N(C(=N1)C)CC)C=C2F)F